C(C)(C)C=1C=NN2C1N=C(N=C2NCC2=CC=C(C=C2)N2CCNCC2)NC2CCOCC2 8-isopropyl-N4-(4-(piperazin-1-yl)benzyl)-N2-(tetrahydro-2H-pyran-4-yl)pyrazolo[1,5-a][1,3,5]triazine-2,4-diamine